(E)-N'-benzylidene-4-methylbenzoyl-hydrazine C(/C1=CC=CC=C1)=N\NC(C1=CC=C(C=C1)C)=O